(S)-quinuclidin-3-yl (7-(3-chloro-4-morpholinophenyl)chroman-4-yl)carbamate ClC=1C=C(C=CC1N1CCOCC1)C1=CC=C2C(CCOC2=C1)NC(O[C@@H]1CN2CCC1CC2)=O